methyl 2-[[4-[3-[(2,4-difluorophenyl)methoxy]pyrazol-1-yl]-1-piperidyl]methyl]-3-[(3-ethylimidazol-4-yl)methyl]benzimidazole-5-carboxylate FC1=C(C=CC(=C1)F)COC1=NN(C=C1)C1CCN(CC1)CC=1N(C2=C(N1)C=CC(=C2)C(=O)OC)CC=2N(C=NC2)CC